ClC1=NC=CC(=N1)NC=1SC(=CN1)C1CC1 N-(2-chloropyrimidin-4-yl)-5-cyclopropyl-thiazol-2-amine